2-acetamido-N-(2-((3-chloro-5-(trifluoromethyl)pyridin-2-yl)amino)ethyl)-6-methylisonicotinamide C(C)(=O)NC=1C=C(C(=O)NCCNC2=NC=C(C=C2Cl)C(F)(F)F)C=C(N1)C